norbornenepropionic acid ethyl ester C(C)OC(CCC12C=CC(CC1)C2)=O